(2-(dimethylamino)-2-oxoethyl)zinc CN(C(C[Zn])=O)C